ClC1=C2N=C(N(C2=NC(=N1)C=1N(C=CN1)C)C1OCCCC1)C#CCCCC 6-chloro-8-(hex-1-yn-1-yl)-2-(1-methyl-1H-imidazol-2-yl)-9-(tetrahydro-2H-pyran-2-yl)-9H-purine